3-methylbutyl valerate C(CCCC)(=O)OCCC(C)C